C(C)(CC)C1(CC(=NC=C1C1=NN(C=C1)CC(F)F)NC1=NC(=NC=C1)C=1C=NN(C1)S(=O)(=O)C1CC1)N 4-(sec-Butyl)-N2-(2-(1-(cyclopropylsulfonyl)-1H-pyrazol-4-yl)pyrimidin-4-yl)-5-(1-(2,2-difluoroethyl)-1H-pyrazol-3-yl)pyridine-2,4-diamine